tert-butyl (5-(2-(1-methyl-1H-pyrazol-4-yl)-1-((2-(trimethylsilyl)ethoxy)methyl)-1H-pyrrolo[2,3-b]pyridine-5-carboxamido)pyridin-3-yl)carbamate CN1N=CC(=C1)C1=CC=2C(=NC=C(C2)C(=O)NC=2C=C(C=NC2)NC(OC(C)(C)C)=O)N1COCC[Si](C)(C)C